2-(5-(cyclopropylmethyl)-3-(6-fluoro-4'-methyl-[1,1'-biphenyl]-3-yl)-4-(4-sulfamoylbenzyl)-1H-pyrazol-1-yl)thiazole-4-carboxylic acid C1(CC1)CC1=C(C(=NN1C=1SC=C(N1)C(=O)O)C=1C=C(C(=CC1)F)C1=CC=C(C=C1)C)CC1=CC=C(C=C1)S(N)(=O)=O